(Trans)-4-(6-fluoro-3,4-dihydroisoquinolin-2(1H)-yl)piperidin-3-ol FC=1C=C2CCN(CC2=CC1)[C@H]1[C@@H](CNCC1)O